C(C)N(C=O)CC.[Cu].[Cu] di-copper N,N-diethylformamide